C(C)OC(=O)C=1OC2=C(C1C)C=C(C=C2)S(NCCC#C)(=O)=O 3-methyl-5-(N-(but-3-yn-1-yl)sulfamoyl)benzofuran-2-carboxylic acid ethyl ester